NC=1SC(=C(N1)C)CCCN1C(C2=CC=CC=C2C1=O)=O 2-(3-(2-amino-4-methylthiazol-5-yl)propyl)isoindoline-1,3-dione